CN(C)CC1=C(C=CC=C1)C=1C=C(SC1)[C@@H](C)NC1=NC(=NC2=CC(=C(C=C12)C1CCC(CC1)C(=O)[O-])OC)C (1R,4R)-4-(4-(((R)-1-(4-(2-((dimethylamino)methyl)phenyl)thiophen-2-yl)ethyl)amino)-7-methoxy-2-methylquinazolin-6-yl)cyclohexane-1-carboxylate